FC=1C(=NC(=CC1)F)C(C(=O)NN)CN1CC(C1)C1=CNC2=CC(=CC=C12)F (3,6-difluoropyridin-2-yl)-3-(3-(6-fluoro-1H-indol-3-yl)azetidin-1-yl)propan-hydrazide